N-(1,3-dihydroxy-2-methylpropan-2-yl)-2-methyl-5-[(4-methyl-1,3-thiazol-5-yl)methoxy]pyrazolo[1,5-a]pyridine-3-carboxamide OCC(CO)(C)NC(=O)C=1C(=NN2C1C=C(C=C2)OCC2=C(N=CS2)C)C